ClCC1=NN(C=C1C(=O)OCC)C1OCCCC1 ethyl 3-(chloromethyl)-1-(tetrahydro-2H-pyran-2-yl)-1H-pyrazole-4-carboxylate